COC1=C(C=NC=C1C)C 4-methoxy-3,5-dimethyl-pyridine